selenium manganese iron [Fe].[Mn].[Se]